S1C=NC2=C1C=C(C=C2)S(=O)(=O)N2N=C1C(=C2)CN(C1)C([C@H](O)C1=C(C=CC=C1)Cl)=O (2R)-1-[2-(1,3-benzothiazole-6-sulfonyl)-2H,4H,5H,6H-pyrrolo[3,4-c]pyrazol-5-yl]-2-(2-chlorophenyl)-2-hydroxyethan-1-one